6-methylamino-hexan-1-one acetic acid salt C(C)(=O)O.CNCCCCCC=O